1,3-diphenyl-2-(phenylsilyl)disilaphosphane C1(=CC=CC=C1)[SiH2]P([SiH2]C1=CC=CC=C1)[SiH2]C1=CC=CC=C1